C(=O)(O)CCOCC(NC(CCOCCOCCOC)=O)COCCC(=O)O 13-((2-carboxyethoxy)methyl)-11-oxo-2,5,8,15-tetraoxa-12-azaoctadecan-18-oic acid